5-chloro-7-((1S,2S)-2-(2,4-difluorophenyl)cyclopropyl)-[1,2,4]triazolo[1,5-a]pyrimidine ClC1=NC=2N(C(=C1)[C@@H]1[C@H](C1)C1=C(C=C(C=C1)F)F)N=CN2